C(C)(C)(C)C1N=C(C(CC1(C)C)(C)C)C(C)(C)C 2,6-di-tert-butyl-tetramethylpyridine